OC(C)C=1C(=NC(=CC1)N1C=NC2=C1C=CC(=C2)NC=2N=NC(=CC2)C)N2CC1(CCC1)C(C2)C#N 6-[3-(1-hydroxyethyl)-6-[5-[(6-methylpyridazin-3-yl)amino]benzimidazol-1-yl]-2-pyridinyl]-6-azaspiro[3.4]octane-8-carbonitrile